7-((2,4-dichloropyrimidin-5-yl)methyl)-2-oxa-7-azaspiro[3.5]nonane ClC1=NC=C(C(=N1)Cl)CN1CCC2(COC2)CC1